ClC=1C=C(C=C(C1CN1CC2=CC=CC(=C2CC1)CC1CCN(CC1)C=1C=NC(=CC1)[N+](=O)[O-])OC)C=1C(=C(C(N(C1)C)=O)C)C 5-[3-chloro-5-methoxy-4-[[5-[[1-(6-nitro-3-pyridyl)-4-piperidyl]methyl]-3,4-dihydro-1H-isoquinolin-2-yl]methyl]phenyl]-1,3,4-trimethyl-pyridin-2-one